benzyl (2-(4-methyl-3-oxopiperazin-1-yl)ethyl)carbamate CN1C(CN(CC1)CCNC(OCC1=CC=CC=C1)=O)=O